C1(CC1)C=1N=C(C=C2C(=C(C=NC12)C(=O)OCC)O)C ethyl 8-cyclopropyl-4-hydroxy-6-methyl-1,7-naphthyridine-3-carboxylate